6-fluoro-5-(2-fluoropyridin-4-yl)-3-(2-methylpyridin-4-yl)-1-(tetrahydro-2H-pyran-2-yl)-1H-indazole FC1=C(C=C2C(=NN(C2=C1)C1OCCCC1)C1=CC(=NC=C1)C)C1=CC(=NC=C1)F